FC=1C=C(C=CC1N1CCC(CC1)C1=CC=C(C=C1)B1OC(C(O1)(C)C)(C)C)C1C(NC(CC1)=O)=O 3-[3-fluoro-4-[4-[4-(4,4,5,5-tetramethyl-1,3,2-dioxaborolan-2-yl)phenyl]-1-piperidyl]phenyl]piperidine-2,6-dione